COC1=CC=C(C=C1)C1CCNC=2N1N=C(C2)C2=CC=CC=C2 (-)-7-(4-Methoxyphenyl)-2-phenyl-4,5,6,7-tetrahydropyrazolo[1,5-a]pyrimidine